1-(4-(2-Chloro-3-methylphenyl)piperazin-1-yl)-2-(3-((3S,4R)-3-fluoro-4-hydroxypiperidin-1-carbonyl)-4,5,6,7-tetrahydro-1H-indazol-1-yl)ethanon ClC1=C(C=CC=C1C)N1CCN(CC1)C(CN1N=C(C=2CCCCC12)C(=O)N1C[C@@H]([C@@H](CC1)O)F)=O